CN1N=CC(=C1C)C1CN(CC2=CC=CC=C12)C(CCCCCCCCC)=O 1-[4-(1,5-dimethylpyrazol-4-yl)-3,4-dihydro-1H-isoquinolin-2-yl]decan-1-one